tert-butyl 4-[2-methoxy-5-[(1R)-1-[[2-methyl-5-(4-methylpiperazin-1-yl)benzoyl]amino]ethyl]phenyl]piperidine-1-carboxylate COC1=C(C=C(C=C1)[C@@H](C)NC(C1=C(C=CC(=C1)N1CCN(CC1)C)C)=O)C1CCN(CC1)C(=O)OC(C)(C)C